2-[2-(3,4-difluoro-2-methoxy-phenoxy)-5-fluoro-4-(trifluoromethyl)phenyl]-4-oxo-1H-1,7-naphthyridine-5-carboxamide FC=1C(=C(OC2=C(C=C(C(=C2)C(F)(F)F)F)C=2NC=3C=NC=C(C3C(C2)=O)C(=O)N)C=CC1F)OC